3-(2-aminoethyl)-3-methyl-6-(pyrimidin-4-ylamino)-2H-imidazo[1,5-a]pyridine-1,5-dione NCCC1(NC(C=2N1C(C(=CC2)NC2=NC=NC=C2)=O)=O)C